C(C)(=O)O.N[C@@H](C)C1(CN(C1)C(=O)C=1C(=CC(N(N1)C)=O)NC1=C(C=C(C=C1)I)F)O 6-({3-[(1S)-1-aminoethyl]-3-hydroxyazetidin-1-yl}carbonyl)-5-[(2-fluoro-4-iodophenyl)amino]-2-methylpyridazin-3(2H)-one acetate